(S)-2,3-dimethyl-4-(3-(vinylsulfonylamino)piperidin-1-yl)-1H-indole-7-carboxamide CC=1NC2=C(C=CC(=C2C1C)N1C[C@H](CCC1)NS(=O)(=O)C=C)C(=O)N